2-(1-hydroxybutyl)-cyclohexanone OC(CCC)C1C(CCCC1)=O